NC1=C(C=CC=C1)NC(CCCCC(C(=O)NC1=CC(=CC=C1)OC1CC1)NC(OCC)=O)=O ethyl (7-((2-aminophenyl)amino)-1-((3-cyclopropoxyphenyl)amino)-1,7-dioxoheptan-2-yl)carbamate